9H-carbazole-9-formaldehyde C1=CC=CC=2C3=CC=CC=C3N(C12)C=O